ClC=1C=C(C=CC1)NNC(=O)C#N 3-ChlorophenylhydrazineCarbonyl Cyanide